N-cyclohexyl-Itaconimide C1(CCCCC1)N1C(C(=C)CC1=O)=O